N-(2,4-dichloro-6-meth-ylbenzyl)-5'-fluoro-6',7'-dihydro-5'H-spiro[oxirane-2,8'-quinoline]-5'-carboxamide ClC1=C(CNC(=O)C2(C=3C=CC=NC3C3(CC2)OC3)F)C(=CC(=C1)Cl)C